4-octylbenzenesulfonic acid sodium salt [Na+].C(CCCCCCC)C1=CC=C(C=C1)S(=O)(=O)[O-]